4-{6-[4-(4-(2-((2R,6S)-4-acetyl-2,6-dimethylpiperazin-1-yl)ethoxy)phenyl)piperidin-1-yl]pyridin-3-yl}-6-methyl-1-tosyl-1H-pyrrolo[2,3-c]pyridin-7(6H)-one C(C)(=O)N1C[C@H](N([C@H](C1)C)CCOC1=CC=C(C=C1)C1CCN(CC1)C1=CC=C(C=N1)C=1C2=C(C(N(C1)C)=O)N(C=C2)S(=O)(=O)C2=CC=C(C)C=C2)C